3,3-dimethyl-5-phenylmorpholine CC1(NC(COC1)C1=CC=CC=C1)C